C1(CC1)S(=O)(=O)C#CC1=CC=C(OC2=C(N=NN2)C(=O)O)C=C1 5-(4-((cyclopropylsulfonyl)ethynyl)phenoxy)-1H-1,2,3-triazole-4-carboxylic acid